C(C(C)C)S(=O)(=O)N1CC2=C(CC1)NN=C2C(=O)N2CCC(CC2)C2=C(C=CC=C2)C(F)(F)F (5-(Isobutylsulfonyl)-4,5,6,7-tetrahydro-1H-pyrazolo[4,3-c]pyridin-3-yl)(4-(2-(trifluoromethyl)phenyl)piperidin-1-yl)methanone